COC=1C(=C2C=CNC2=C(C1)C)CN1C(CC(CC1)NC1COC1)C1=CC=C(C(=O)O)C=C1 4-(1-((5-methoxy-7-methyl-1H-indol-4-yl)methyl)-4-(oxetan-3-ylamino)piperidin-2-yl)benzoic acid